(1S,11aS)-allyl 11-((tert-butyldimethylsilyl)oxy)-8-hydroxy-7-methoxy-2-methyl-5-oxo-11,11a-dihydro-1H-benzo[e]pyrrolo[1,2-a][1,4]diazepine-10(5H)-carboxylate [Si](C)(C)(C(C)(C)C)OC1[C@H]2N(C(C3=C(N1C(=O)OCC=C)C=C(C(=C3)OC)O)=O)C=C(C2)C